7-(pyrrolidin-1-yl)thiazolo[5,4-d]pyrimidin-2-amine N1(CCCC1)C=1C2=C(N=CN1)SC(=N2)N